COC1=C(C=C2C(=NC(=NC2=C1)C)OS(=O)(=O)C1=C(C=C(C=C1C(C)C)C(C)C)C(C)C)C1CCNCC1 4-(7-Methoxy-2-methyl-4-(((2,4,6-triisopropylphenyl)sulfonyl)oxy)quinazolin-6-yl)piperidine